BrC=1C=CC(=C2C=C(N=CC12)Cl)C=1COCC1 8-bromo-3-chloro-5-(2,5-dihydrofuran-3-yl)isoquinoline